(2R,3R,11bR)-3-(tert-butoxy)-9-(2-cyclopropoxyethoxy)-10-methoxy-1,3,4,6,7,11b-hexahydro-2H-pyrido[2,1-a]isoquinolin-2-ol C(C)(C)(C)O[C@H]1[C@@H](C[C@H]2N(CCC3=CC(=C(C=C23)OC)OCCOC2CC2)C1)O